1-(5-(4,4,5,5-tetramethyl-1,3,2-dioxaborolan-2-yl)pyridin-2-yl)-3-(3-(1-(trifluoromethyl)cyclopropyl)isoxazol-5-yl)urea CC1(OB(OC1(C)C)C=1C=CC(=NC1)NC(=O)NC1=CC(=NO1)C1(CC1)C(F)(F)F)C